3-methyl-2-oxoindoline-1-carboxylic acid tert-butyl ester C(C)(C)(C)OC(=O)N1C(C(C2=CC=CC=C12)C)=O